C(C)(C)OC(=O)C=1C(=NC(=NC1)NC=1C(=NC(=C(C1)N)N1CCN(CC1)C(=O)OC(C)(C)C)OC)C1=CN(C2=CC=CC=C12)C 2-((5-Amino-6-(4-(tert-butoxycarbonyl)piperazin-1-yl)-2-methoxypyridin-3-yl)amino)-4-(1-methyl-1H-indol-3-yl)pyrimidine-5-carboxylic acid isopropyl ester